4,4,5,5,6,6,6-Heptafluoro-2-iodohex-2-en-1-ol FC(C=C(CO)I)(C(C(F)(F)F)(F)F)F